COC(=O)C=1C(=CC=CC1)C1=CC=C(C=C1)C 4'-methyl-2-biphenylcarboxylic acid methyl ester